CC1CC2=CC=CC=C2C1 (1S,2R)-2-methyl-2,3-dihydro-1H-inden